BrC1=CC=2C(=NN(N2)C)C=C1F 5-bromo-6-fluoro-2-methyl-2H-benzo[d][1,2,3]triazole